CN1N=NC2=C1C=CC(=C2C)C(C(C(=O)O)(C)C)C2=CC(=C(C=C2)C)CN2CC(OC1=CC=3C=CC=NC3C=C1C2)(C)C 3-(1,4-dimethyl-1H-benzo[d][1,2,3]triazol-5-yl)-3-(3-((2,2-dimethyl-2,3-dihydro-[1,4]oxazepino[7,6-g]quinolin-4(5H)-yl)methyl)-4-methylphenyl)-2,2-dimethylpropionic acid